C(C(O)C)(=O)C(C(=O)OCCCCCCCC\C=C/CCCCCCCC)(O)C oleyl lactyllactate